O[C@@H](CC(=O)OC)CC methyl (3R)-3-hydroxypentanoate